CC(C(=O)OCOC1=CC(=CC(=C1C1=CC(=CC=C1)C)OCOC(C(C)(C)C)=O)C(C)(CCCCCC)C)(C)C ((3'-methyl-4-(2-methyloctan-2-yl)-[1,1'-biphenyl]-2,6-diyl)bis(oxy))bis(methylene) bis(2,2-dimethylpropanoate)